COC1=CC(=NC=C1)CN1C(C2=CC=CC=C2C1)=O 2-((4-methoxypyridin-2-yl)methyl)isoindolin-1-one